C(C=C)C=1C=C(CO)C=C(C1)CC=C 3,5-Diallylbenzyl alcohol